OP(O)(=O)OP(=O)(O)O.C(C)(=O)N[C@H]1C(O)O[C@@H]([C@H]([C@@H]1O)O)CO N-acetylglucosamine diphosphate